ALPHA-FLUORO-4-METHYL-BETA-OXO-BENZENEPROPANAL FC(C=O)C(C1=CC=C(C=C1)C)=O